(6R)-17-amino-12-[[3-fluoro-4-(trifluoromethoxy)phenyl]methyl]-6-hydroxy-6,15-bis(trifluoromethyl)-19-oxa-3,4,12,18-tetrazatricyclo[12.3.1.12,5]nonadeca-1(18),2,4,14,16-pentaen-13-one NC1=CC(=C2C(N(CCCCC[C@@](C3=NN=C(C1=N2)O3)(C(F)(F)F)O)CC3=CC(=C(C=C3)OC(F)(F)F)F)=O)C(F)(F)F